CN(C1=CC=C(C=C1)C(NC(=O)NCCCC)C1=CC=C(C=C1)N(C)C)C N-[bis[4-(dimethylamino)phenyl]methyl]-N'-n-butyl-urea